ClC1=C2N=C(C=NC2=CC=C1OC=1C=CC2=C(N(C(=N2)C)COCC[Si](C)(C)C)C1)C=1C=NN(C1)CC1CSC1 2-[[6-[5-chloro-3-[1-(thietan-3-ylmethyl)pyrazol-4-yl]quinoxalin-6-yl]oxy-2-methyl-benzimidazol-1-yl]methoxy]ethyl-trimethyl-silane